((1R,5S,6S)-3-(7,7-difluoro-2-(1-methyl-1H-1,2,3-triazol-5-yl)-6,7-dihydro-5H-cyclopenta[d]pyrimidin-4-yl)-3-azabicyclo[3.1.0]hex-6-yl)acetic acid FC1(CCC2=C1N=C(N=C2N2C[C@@H]1C([C@@H]1C2)CC(=O)O)C2=CN=NN2C)F